(R)-3-(4'-fluoro-3'-(propylcarbamoyl)-[1,1'-biphenyl]-3-yl)-2-(4-((4-(4-hydroxybenzoyl)phenoxy)methyl)-1H-1,2,3-triazol-1-yl)propionic acid FC1=C(C=C(C=C1)C1=CC(=CC=C1)C[C@H](C(=O)O)N1N=NC(=C1)COC1=CC=C(C=C1)C(C1=CC=C(C=C1)O)=O)C(NCCC)=O